C(CC)OC(N(C=1SC(=C(C1C(NC=1N=NC(=CC1)OC)=O)CN(C)C)C1=CC=C(C=C1)[N+](=O)[O-])CC1=C(C=CC=C1F)F)=O (2,6-difluorobenzyl)[4-dimethylaminomethyl-3-(6-methoxypyridazin-3-ylcarbamoyl)-5-(4-nitrophenyl)thiophen-2-yl]carbamic acid propyl ester